N-(dodecylphenyl)-naphthalene-1-amine C(CCCCCCCCCCC)C1=C(C=CC=C1)NC1=CC=CC2=CC=CC=C12